1,4-dimethoxy-2,5-dihydroxymethyl-benzene COC1=C(C=C(C(=C1)CO)OC)CO